4-pyrazol-1-yl-3-[2-(3-pyridinyl)ethynyl]benzamide N1(N=CC=C1)C1=C(C=C(C(=O)N)C=C1)C#CC=1C=NC=CC1